4-hydroxy-4-(4-(4-(4-(trifluoromethyl)phenyl)piperidine-1-carbonyl)phenyl)piperidine-1-carboxylic acid tert-butyl ester C(C)(C)(C)OC(=O)N1CCC(CC1)(C1=CC=C(C=C1)C(=O)N1CCC(CC1)C1=CC=C(C=C1)C(F)(F)F)O